2-(6-(((1R,4R,5R,6R)-6-fluoro-1,2,4-trimethyl-2-azabicyclo[2.2.2]octan-5-yl)oxy)pyridazin-3-yl)-5-(1H-imidazol-1-yl)phenol F[C@H]1[C@@H]([C@]2(CN([C@@]1(CC2)C)C)C)OC2=CC=C(N=N2)C2=C(C=C(C=C2)N2C=NC=C2)O